2-{4-[(3S)-piperidin-3-yl]Phenyl}-2H-indole-7-carboxamide 4-methylbenzenesulfonate hydrate O.CC1=CC=C(C=C1)S(=O)(=O)O.N1C[C@@H](CCC1)C1=CC=C(C=C1)C1N=C2C(=CC=CC2=C1)C(=O)N